BrC1C(C=2C(=CC=3C4=C(COC3C2)C=C(C=C4)C(CBr)=O)CC1)=O 9-bromo-3-(2-bromoacetyl)-10,11-dihydro-5H-dibenzo[c,g]chromen-8(9H)-one